(R)-3-(difluoromethoxy)pyrrolidine FC(O[C@H]1CNCC1)F